N,N'-bis(3-methylphenyl)-N,N'-di(phenyl)-2,7-diamino-9,9-spirobifluorene CC=1C=C(C=CC1)N(C1=CC=2C3(C4=CC(=CC=C4C2C=C1)N(C1=CC=CC=C1)C1=CC(=CC=C1)C)C1=CC=CC=C1C=1C=CC=CC13)C1=CC=CC=C1